4-[5-(2-aminoethyl)pyridin-2-yl]-3-[(2-methyl-5-pyrrolidin-1-ylpyrazol-3-yl)methyl]benzonitrile NCCC=1C=CC(=NC1)C1=C(C=C(C#N)C=C1)CC=1N(N=C(C1)N1CCCC1)C